C(#C)[SiH](C=CC)C#CC1=CC=C(C=C1)F ethynyl-4-fluorophenylethynylmethylvinylsilane